CN1C=2CCCNC([C@H]3N(C[C@@H](OC4=CC=CC(C5=CC=CC(=N1)C52)=N4)C3)C(=O)OC(C)(C)C)=O tert-butyl (8S,11S)-18-methyl-12-oxo-7-oxa-10,13,18,19,26-pentazapentacyclo[15.6.1.12,6.18,11.020,24]hexacosa-1(23),2(26),3,5,17(24),19,21-heptaene-10-carboxylate